(3R)-3-[[7-[2-(tert-butoxycarbonylamino)-3-cyano-7-fluoro-benzothien-4-yl]-8-fluoro-6-(trifluoromethyl)quinazolin-4-yl]-methyl-amino]pyrrolidine-1-carboxylic acid tert-butyl ester C(C)(C)(C)OC(=O)N1C[C@@H](CC1)N(C)C1=NC=NC2=C(C(=C(C=C12)C(F)(F)F)C1=CC=C(C2=C1C(=C(S2)NC(=O)OC(C)(C)C)C#N)F)F